2,6-dimethyl-6-[2,6-bis(2,6-dimethylphenyl)phenyl]phosphino-2-hepten-4-one CC(C)=CC(CC(C)(PC1=C(C=CC=C1C1=C(C=CC=C1C)C)C1=C(C=CC=C1C)C)C)=O